N-(3,4-difluorobenzyl)-2-(5-(5-(4,4,5,5-tetramethyl-1,3,2-dioxaborolan-2-yl)-1-(tritylamino)pentyl)-1H-tetrazol-1-yl)acetamide FC=1C=C(CNC(CN2N=NN=C2C(CCCCB2OC(C(O2)(C)C)(C)C)NC(C2=CC=CC=C2)(C2=CC=CC=C2)C2=CC=CC=C2)=O)C=CC1F